CN1C=CC2=C1C(N(N=C2)CC(=O)N[C@@H](C)C2=CC=CC=C2)=O (S)-2-(1-methyl-7-oxo-1,7-dihydro-6H-pyrrolo[2,3-d]pyridazin-6-yl)-N-(1-phenylethyl)acetamide